C(C1=CC=CC=C1)N(C)C1=C(C=CC=C1)Cl N-benzyl-o-chlorophenyl-methylamine